C(C)(=O)OC(C)C Propan-2-yl acetate